6-(3-(2-(1-(3-fluoropyridin-4-yl)cyclobutoxy)acetyl)-3,8-diazabicyclo[3.2.1]octan-8-yl)nicotinonitrile FC=1C=NC=CC1C1(CCC1)OCC(=O)N1CC2CCC(C1)N2C2=NC=C(C#N)C=C2